6-(4-acetylpiperazin-1-yl)-N-[5-(1H-benzimidazol-2-yl)-1-methyl-pyrazol-3-yl]pyridine-3-carboxamide C(C)(=O)N1CCN(CC1)C1=CC=C(C=N1)C(=O)NC1=NN(C(=C1)C1=NC2=C(N1)C=CC=C2)C